2-fluoro-N-(6-(4-fluoro-2,3-dimethylphenyl)imidazo[1,2-a]pyridin-2-yl)cyclopropane-1-carboxamide methyl-5,5-dimethyl-4,5-dihydroisoxazole-3-carboxylate COC(=O)C1=NOC(C1)(C)C.FC1C(C1)C(=O)NC=1N=C2N(C=C(C=C2)C2=C(C(=C(C=C2)F)C)C)C1